((5-fluoro-3-(4-methylpiperazin-1-yl)pyridin-2-yl)methyl)-4-azaspiro[2.5]octane-7-carboxamide FC=1C=C(C(=NC1)CC1CC12NCCC(C2)C(=O)N)N2CCN(CC2)C